OC1=CC=CC(=N1)N1C[C@@H](N(CC1)C(=O)OC(C)(C)C)C Tert-butyl (S)-4-(6-hydroxypyridin-2-yl)-2-methylpiperazine-1-carboxylate